4-(5-chloro-2-methoxy-phenyl)-N-(6-(4-isopropyl-1-piperidinyl)thiazolo[4,5-b]pyrazin-2-yl)-6-methyl-pyridine-3-carboxamide ClC=1C=CC(=C(C1)C1=C(C=NC(=C1)C)C(=O)NC=1SC=2C(=NC=C(N2)N2CCC(CC2)C(C)C)N1)OC